N1=CC=C2N1C1=C(C=N2)CCN1 7,8-dihydro-6H-pyrazolo[1,5-a]pyrrolo[3,2-e]pyrimidine